C(C)C1OC(C2=C(O1)C(=C(C=C2CCCCC)O)C2C=C(CCC2)C)=O 2-ethyl-7-hydroxy-8-(3-methylcyclohex-2-en-1-yl)-5-pentyl-4H-benzo[d][1,3]dioxin-4-one